Calcium arsenat [As]([O-])([O-])([O-])=O.[Ca+2].[As]([O-])([O-])([O-])=O.[Ca+2].[Ca+2]